tricyanodihydrofuran C(#N)C1C(OC=C1)(C#N)C#N